O1C(OCC1)C1CCN(CC1)C1=CC(=C(C=O)C=C1F)OC 4-(4-(1,3-dioxolan-2-yl)piperidin-1-yl)-5-fluoro-2-methoxybenzaldehyde